FC1=CC(=C(C=C1)C1=NC(=NC=C1)N)NC 4-[4-fluoro-2-(methylamino)phenyl]Pyrimidine-2-amine